C(C)(C)(C)OC(NS(=O)(=O)N1CCN(CCC1)C1=NC=NC=2C=NC=3N=C(C=CC3C21)OC)=O ((4-(8-methoxypyrimido[4,5-c][1,8]naphthyridin-1-yl)-1,4-diazacycloheptan-1-yl)sulfonyl)carbamic acid tert-butyl ester